7-Chloro-3,4,11,11a-tetrahydropyrimido[6',1':2,3]imidazo[5,1-c][1,4]thiazin-9(1H)-one ClC1=NC(N2C(N3C(CSCC3)C2)=C1)=O